4-[(1R)-1-Cyclopropylethoxy]-6-[5-methyl-1-(piperidin-4-yl)-1,2,3-triazol-4-yl]pyrazolo[1,5-a]pyridine-3-carbonitrile C1(CC1)[C@@H](C)OC=1C=2N(C=C(C1)C=1N=NN(C1C)C1CCNCC1)N=CC2C#N